3-iodo-1-(4-methylbenzenesulfonyl)-indol IC1=CN(C2=CC=CC=C12)S(=O)(=O)C1=CC=C(C=C1)C